tert-butyl 4-[5-nitro-3-(trifluoromethyl)-2-pyridyl]piperazine-1-carboxylate [N+](=O)([O-])C=1C=C(C(=NC1)N1CCN(CC1)C(=O)OC(C)(C)C)C(F)(F)F